C(C)(C)(C)N1CCN(CC1)C1=CC=C(C=O)C=C1 4-(4-(tert-butyl)piperazin-1-yl)benzaldehyde